2-[4-(2,2-dichlorocyclopropyl)phenoxy]-2-methylpropionic acid ClC1(C(C1)C1=CC=C(OC(C(=O)O)(C)C)C=C1)Cl